7-(6-(1-(1-(4-fluorophenyl)propyl)-1H-pyrazol-4-yl)pyrazin-2-yl)-8-methoxy-[1,2,4]-triazolo[1,5-a]pyridin-2-amine FC1=CC=C(C=C1)C(CC)N1N=CC(=C1)C1=CN=CC(=N1)C1=C(C=2N(C=C1)N=C(N2)N)OC